((6S,9S,12S,15R)-1-((S)-1-(L-alanyl-L-valyl-L-prolyl)pyrrolidin-2-yl)-12-benzyl-9-(3-guanidinopropyl)-6,17-dimethyl-1,4,7,10,13-pentaoxo-2,5,8,11,14-pentaazaoctadecan-15-yl)boronic acid N[C@@H](C)C(=O)N[C@@H](C(C)C)C(=O)N1[C@@H](CCC1)C(=O)N1[C@@H](CCC1)C(NCC(N[C@H](C(N[C@H](C(N[C@H](C(N[C@@H](CC(C)C)B(O)O)=O)CC1=CC=CC=C1)=O)CCCNC(=N)N)=O)C)=O)=O